Gadolinium chromite [Cr](=O)([O-])[O-].[Gd+3].[Cr](=O)([O-])[O-].[Cr](=O)([O-])[O-].[Gd+3]